2-[6-(4-cyclopentyl-4H-1,2,4-triazol-3-yl)pyridin-2-yl]-4-[(methylamino)methyl]-6-(1-methylcyclopropyl)-2,3-dihydro-1H-pyrrolo[3,4-c]pyridin-1-one C1(CCCC1)N1C(=NN=C1)C1=CC=CC(=N1)N1CC=2C(=NC(=CC2C1=O)C1(CC1)C)CNC